4-(2-hexyldecyl)thiophene-2-carbaldehyde C(CCCCC)C(CC=1C=C(SC1)C=O)CCCCCCCC